C(#N)C1=C(C(=CC=C1)N1CCN(CC1)C(C)C)NC(=O)N1CC(C1)(C1=CC=CC=C1)C N-(2-cyano-6-(4-isopropylpiperazin-1-yl)phenyl)-3-methyl-3-phenylazetidine-1-carboxamide